CN1N=CC2=CC(=CC(=C12)[N+](=O)[O-])OC1=NC=C(C=C1)C(F)(F)F 1-Methyl-7-nitro-5-((5-(tri-fluoromethyl)pyridin-2-yl)-oxy)-1H-indazole